N-Methylaminopropyltrimethoxysilan CNCCC[Si](OC)(OC)OC